(R)-1-(2-((1-((dimethylamino)methylene)cyclopropyl)methoxy)-7-(8-ethyl-7-fluoro-3-Hydroxynaphth-1-yl)-8-fluoro-5-(propynyl)pyrido[4,3-d]pyrimidin-4-yl)-3-methylpiperidin-3-ol CN(C)C=C1C(C1)COC=1N=C(C2=C(N1)C(=C(N=C2C#CC)C2=CC(=CC1=CC=C(C(=C21)CC)F)O)F)N2C[C@@](CCC2)(O)C